C(C)(C)(C)OC(=O)N1CCC(CC1)CN(C1CC(C1)OC=1C=CC(=NC1)C(=O)O)C(C)C 5-[3-[(1-tert-Butoxycarbonyl-4-piperidinyl)methyl-isopropyl-amino]cyclobutoxy]pyridine-2-carboxylic acid